Dimethyl-1-benzoyl-5-methylpyrrolo[1,2-a]quinoline-2,3-dicarboxylate COC(=O)C=1C(=C2N(C3=CC=CC=C3C(=C2)C)C1C(C1=CC=CC=C1)=O)C(=O)OC